3-(4-(but-2-yn-1-yloxy)benzyl)-1-(4-fluorobenzyl)-1-(1-methylpiperidin-4-yl)urea C(C#CC)OC1=CC=C(CNC(N(C2CCN(CC2)C)CC2=CC=C(C=C2)F)=O)C=C1